FC(C=1C=C2C(=CC=NC2=CC1)C(=O)O)(F)F 6-(trifluoromethyl)quinoline-4-carboxylic acid